(S)-2-amino-5-(methylamino)pentanoic acid N[C@H](C(=O)O)CCCNC